NC1=C(C=C(N=N1)C1=C(C=CC=C1)O)N1CC2CCC(C1)N2C2=CC(=NC=C2)C#CCN2CC(C2)F 2-[6-amino-5-[8-[2-[3-(3-fluoroazetidin-1-yl)prop-1-ynyl]-4-pyridyl]-3,8-diazabicyclo[3.2.1]octan-3-yl]pyridazin-3-yl]phenol